[(4S)-4-(5-fluoro-1,3-benzoxazol-2-yl)-1,4,6,7-tetrahydroimidazo[4,5-c]pyridin-5-yl]-[5-[4-(trifluoromethyl)-2-pyridyl]-1,3,4-oxadiazol-2-yl]methanone FC=1C=CC2=C(N=C(O2)[C@H]2N(CCC3=C2N=CN3)C(=O)C=3OC(=NN3)C3=NC=CC(=C3)C(F)(F)F)C1